(S)-N-(1-amino-3-hydroxy-2-methyl-1-oxopropan-2-yl)-5-(4-cyclopropylphenyl)-2-methylbenzofuran-3-carboxamide NC([C@@](CO)(C)NC(=O)C1=C(OC2=C1C=C(C=C2)C2=CC=C(C=C2)C2CC2)C)=O